(S)-1-(pyridin-2-yl)ethylamine hydrochloride Cl.N1=C(C=CC=C1)[C@H](C)N